C(C)(=O)O.C(C)(=O)O.C(C)(=O)O.C(C)(=O)O.CNCCNC dimethyl ethyleneDiamine Tetraacetate